2-[4-[4-(3-dimethylamino-propylcarbamoyl)-phenyl]-6-(4-hydroxy-piperidin-1-yl)-pyrimidin-2-ylamino]-4-methyl-5-thiazolecarboxylic acid ethyl ester C(C)OC(=O)C1=C(N=C(S1)NC1=NC(=CC(=N1)C1=CC=C(C=C1)C(NCCCN(C)C)=O)N1CCC(CC1)O)C